3-(2-Fluoro-4-((4-(4-(1-(4-hydroxyphenyl)-2-phenylbut-1-en-1-yl)phenyl)piperazin-1-yl)methyl)phenyl)piperidine-2,6-dione FC1=C(C=CC(=C1)CN1CCN(CC1)C1=CC=C(C=C1)C(=C(CC)C1=CC=CC=C1)C1=CC=C(C=C1)O)C1C(NC(CC1)=O)=O